C(C)(C)(C)OC(=O)N1[C@@H](CNCC1)CO.CNC1=CC(=C2CNC(C2=C1)=O)C(F)(F)F 6-(methylamino)-4-(trifluoromethyl)isoindolin-1-one tert-butyl-(S)-2-(hydroxymethyl)piperazine-1-carboxylate